[Br-].COC(=O)C=1C=CC(=C(C[Zn+])C1)C(F)(F)F (5-(methoxycarbonyl)-2-(trifluoromethyl)benzyl)zinc (II) bromide